FC1=C(OCCSCC2=CNC(O2)=S)C=CC=C1F 5-[(2,3-difluorophenoxyethylsulfanyl)methyl]oxazole-2(3H)-thione